C(C)(C)(C)OC(=O)N1CC(CCC1)C1=NC=C2N1C=CC=C2 tert-butyl-3-(imidazo[1,5-a]pyridin-3-yl)piperidine-1-carboxylate